tert-butyl (2S,5S)-5-(((tert-butyldiphenylsilyl)oxy)methyl)-2-((2-(4-chloro-2-fluorophenyl)propan-2-yl)carbamoyl)morpholine-4-carboxylate [Si](C1=CC=CC=C1)(C1=CC=CC=C1)(C(C)(C)C)OC[C@@H]1CO[C@@H](CN1C(=O)OC(C)(C)C)C(NC(C)(C)C1=C(C=C(C=C1)Cl)F)=O